CSC1=CC(=CC=C1)[N+](=O)[O-] methyl(3-nitrophenyl)sulfane